4-oxo-N-(6-(m-tolyl)pyridazin-3-yl)butanamide O=CCCC(=O)NC=1N=NC(=CC1)C=1C=C(C=CC1)C